CNS(=O)(=O)C1=CC(=C(C=C1)NC1=CC=C(C=C1)SC(F)(F)F)C=1N=CN(C1)C N-methyl-3-(1-methylimidazol-4-yl)-4-[4-(trifluoromethylsulfanyl)anilino]benzenesulfonamide